gamma-aminobutyric acid (gamma-aminobutyrate) NCCCC(=O)O.NCCCC(=O)O